CC1=NNC2=NC=CC=C21 3-methyl-1H-pyrazolo[3,4-b]pyridin